N-[3-(3-cyanopyrazol-1-yl)-4-(1,1-dioxo-1,4-thiazinane-4-carbonyl)phenyl]cyclopropanecarboxamide C(#N)C1=NN(C=C1)C=1C=C(C=CC1C(=O)N1CCS(CC1)(=O)=O)NC(=O)C1CC1